5-(1-(cyclopropylmethyl)piperidin-4-yl)-2-(5-(3,4-dimethoxyphenyl)-4-isopropyl-1H-pyrazol-3-yl)thiazoleN C1(CC1)CN1CCC(CC1)C1C=CN(S1)C1=NNC(=C1C(C)C)C1=CC(=C(C=C1)OC)OC